3-methoxy-5H-pyrrolo[2,3-b]pyrazine COC1=CN=C2C(=N1)NC=C2